2,4,6-trimethyl-1,3,5-tris[(4-ethenylphenylmethoxy)methyl]benzene CC1=C(C(=C(C(=C1COCC1=CC=C(C=C1)C=C)C)COCC1=CC=C(C=C1)C=C)C)COCC1=CC=C(C=C1)C=C